C(C)(C)(C)OC(N[C@H]1[C@H](N(CC1)C=1C=C2C=NN(C2=CC1)C1=CC=C(C=C1)F)CC1CC1)=O |r| N-[rac-(2R,3R)-2-(Cyclopropyl-methyl)-1-[1-(4-fluorophenyl)-1H-indazol-5-yl]-pyrrolidin-3-yl]-carbamic acid tert-butyl ester